trimethyl-(1-(nitromethyl)cyclobutoxy)silane C[Si](OC1(CCC1)C[N+](=O)[O-])(C)C